CN(CCON=C1C=2N(C=3C=CC(=CC13)F)C(C1=C(N2)N=CC=C1)=O)C 11-((2-(dimethylamino)ethoxy)imino)-9-fluoropyrido[2',3':4,5]pyrimido[1,2-a]indol-5(11H)-one